COC=1N=C2C(=CC=NC2=CC1OC)OC1=CC=C(C=C1)NC(=O)C=1C(=NC(=C(C1O)C1=CC=C(C=C1)F)C)COC N-[4-[(6,7-Dimethoxy-1,5-naphthyridin-4-yl)oxy]phenyl]-5-(4-fluorophenyl)-4-hydroxy-2-(methoxymethyl)-6-methylpyridine-3-carboxamide